3-[(3S)-2-(3-aminocyclobutanecarbonyl)isoxazolidin-3-yl]-5-fluoro-benzonitrile NC1CC(C1)C(=O)N1OCC[C@H]1C=1C=C(C#N)C=C(C1)F